N1=CC(=CC=C1)NC(=O)C=1C=NN2C1C=C(C=C2)C2=CNC=1N=C(N=CC12)NC1=CC=NC=C1 N-(pyridin-3-yl)-5-(2-(pyridin-4-ylamino)-7H-pyrrolo[2,3-d]pyrimidin-5-yl)pyrazolo[1,5-a]pyridine-3-carboxamide